FC(C(=O)O)(F)F.NC=1C(=CC(=C(C1)C(C(=O)N)=C)N(C)CCN1CCC1)OC (5-amino-2-((2-(azetidin-1-yl)ethyl)(methyl)amino)-4-methoxyphenyl)acrylamide trifluoroacetic acid salt